COC(=O)C=1C=C2C=C(N(C2=CC1F)CCO[Si](C)(C)C(C)(C)C)CC1=C(C=C(C=C1)Cl)C(F)(F)F 1-(2-((tert-butyldimethylsilyl)oxy)ethyl)-2-(4-chloro-2-(trifluoromethyl)benzyl)-6-fluoro-1H-indole-5-carboxylic acid methyl ester